(R)-N-(4-(3-((5-chloropyridin-2-yl)amino)pyrrolidine-1-carbonyl)phenyl)acrylamide ClC=1C=CC(=NC1)N[C@H]1CN(CC1)C(=O)C1=CC=C(C=C1)NC(C=C)=O